C1(CC1)NC(OC(C)(C)C)=O Tert-butyl (trans)-cyclopropylcarbamate